1-(2-chloro-3,5-dihydroxyphenyl)-3-(quinolin-3-yl)-(2E)-2-propen-1-one ClC1=C(C=C(C=C1O)O)C(\C=C\C=1C=NC2=CC=CC=C2C1)=O